C(C)(=O)C1=NC(=CC(=N1)C(=O)OC)OC methyl 2-acetyl-6-methoxypyrimidine-4-carboxylate